C1(CCCCCCC1)OC([C@@H](NC(=O)OCC1=CC=CC=C1)C)=O ((Benzyloxy)carbonyl)-L-alanine cyclooctyl ester